phosphorus pentachloride P(Cl)(Cl)(Cl)(Cl)Cl